6-[2-(3,4-difluoro-2-methyl-phenoxy)-4-methyl-5-(trifluoromethyl)-3-pyridinyl]-4-methoxy-pyridine-3-carboxamide FC=1C(=C(OC2=NC=C(C(=C2C2=CC(=C(C=N2)C(=O)N)OC)C)C(F)(F)F)C=CC1F)C